C(#N)[C@@]1(C(N(C[C@H]1C)C1=NC(=CC2=C1SC=N2)C=2C=NN(C2)C2CN(C2)C(=O)OC(C)(C)C)=O)C2CC2 tert-butyl 3-(4-(4-((3R,4S)-3-cyano-3-cyclopropyl-4-methyl-2-oxopyrrolidin-1-yl)thiazolo[5,4-c]pyridin-6-yl)-1H-pyrazol-1-yl)azetidine-1-carboxylate